(R)-N-((5-bromopyridin-2-yl)methyl)-5,6,7,8-tetrahydroquinolin-8-amine BrC=1C=CC(=NC1)CN[C@@H]1CCCC=2C=CC=NC12